BrC=1C=C(C(=C(C1)S(=O)(=O)O)OC(COCC(=O)NC1=CC=C2C(=CC(OC2=C1)=O)C)=O)C(F)(F)F 5-bromo-2-(2-(2-((4-methyl-2-oxo-2H-chromen-7-yl)-amino)-2-oxoethoxy)acetoxy)-3-(trifluoromethyl)benzenesulfonic acid